NC1=C(C(C=2OC3=C(C2O1)C=CC=C3)C3=CC=C(C=C3)Cl)C#N 2-amino-4-(4-chlorophenyl)-4H-pyrano[3,2-b]benzofuran-3-carbonitrile